4-methyltetrahydropyran-4-carboxylic acid CC1(CCOCC1)C(=O)O